4-(1-(5-(trifluoromethyl)pyridin-2-yl)-1H-1,2,4-triazol-3-yl)aniline FC(C=1C=CC(=NC1)N1N=C(N=C1)C1=CC=C(N)C=C1)(F)F